C(C)(C)(C)OC(=O)N1CCC(=CC1)C=1C=CC2=C(CC(O2)C)C1 4-[2-methyl-2,3-dihydro-1-benzofuran-5-yl]-3,6-dihydropyridine-1(2H)-carboxylic acid tert-butyl ester